(E)-N-(2,6-difluoro-4-(8-(4-fluoro-6-methoxy-1-(2-methoxyethyl)-2-methyl-1H-benzo[d]imidazol-5-yl)indolizine-3-carbonyl)phenyl)-4-((1-methylcyclopropyl)amino)but-2-enamide FC1=C(C(=CC(=C1)C(=O)C1=CC=C2C(=CC=CN12)C1=C(C2=C(N(C(=N2)C)CCOC)C=C1OC)F)F)NC(\C=C\CNC1(CC1)C)=O